(2-(4-phenylimidazol-2-yl)piperidin-1-yl)(1,2,3-thiadiazol-5-yl)methanone C1(=CC=CC=C1)C=1N=C(NC1)C1N(CCCC1)C(=O)C1=CN=NS1